(R)-1-(2-(4-(9-benzyl-6-(1-methylcyclopropoxy)-9H-purin-8-yl)-3-chlorophenoxy)ethyl)piperidin-3-ol ethyl(tert-butoxycarbonyl)glycinate C(C)N(CC(=O)O[C@H]1CN(CCC1)CCOC1=CC(=C(C=C1)C=1N(C2=NC=NC(=C2N1)OC1(CC1)C)CC1=CC=CC=C1)Cl)C(=O)OC(C)(C)C